C(C)(C)(C)C1=C(N=CN1)\C=C/1\C(N\C(\C(N1)=O)=C/C1CCCCC1)=O (3Z,6Z)-3-((5-(tert-butyl)-1H-imidazol-4-yl)methylene)-6-(cyclohexylmethylene)piperazine-2,5-dione